N-methyl-2-(2-(5-((1-methyl-3-(m-tolyl)-1H-pyrazol-5-yl)amino)pyrazolo[1,5-a]pyridine-3-carbonyl)-2-azaspiro[3.3]hept-6-yl)acetamide CNC(CC1CC2(CN(C2)C(=O)C=2C=NN3C2C=C(C=C3)NC3=CC(=NN3C)C=3C=C(C=CC3)C)C1)=O